(S)-2-(1-(3-chlorophenyl)-1H-pyrazol-4-yl)-N-(5-(2-fluorocyclopropyl)-1H-pyrazol-3-yl)propanamide ClC=1C=C(C=CC1)N1N=CC(=C1)[C@@H](C(=O)NC1=NNC(=C1)C1C(C1)F)C